tert-butyl N-[(1-{[5-(benzyloxy) pyridin-3-yl] sulfonyl}-5-(2-fluorophenyl)-1H-pyrrol-3-yl) methyl]-N-methylcarbamate C(C1=CC=CC=C1)OC=1C=C(C=NC1)S(=O)(=O)N1C=C(C=C1C1=C(C=CC=C1)F)CN(C(OC(C)(C)C)=O)C